[H-].[Na+].ClC1=CC=C2C(=N1)N(C=C2)CC2CC2 6-Chloro-1-(cyclopropylmethyl)-1H-pyrrolo[2,3-b]pyridine Sodium hydride